NCC=1OC2=C(C1)C=C(C=C2CC(=O)OCC(F)(F)F)F 2,2,2-Trifluoroethyl 2-(2-(aminomethyl)-5-fluorobenzofuran-7-yl)acetate